NC1CCN(CC12CC2)C2=CC=CC(=N2)C2=NC1=CC=NC=C1C=C2 2-(6-(8-amino-5-azaspiro[2.5]octan-5-yl)pyridin-2-yl)-1,6-naphthyridin